(Z)-4,4,4-trifluoro-3-methylbut-2-enoic acid FC(\C(=C/C(=O)O)\C)(F)F